BrC1=C(C=C(C=C1C(C)C)C1(COC1)O)C(C)C 3-[4-bromo-3,5-bis(propan-2-yl)phenyl]oxetan-3-ol